ClC=1C(=CSC1)CN1C(C(C2=CC=CC=C12)(C)C)=O 1-((4-Chlorothien-3-yl)methyl)-3,3-dimethyl-2-oxoindoline